[Pt+2].C[Si](C(C(=O)CCC)C(C)=O)(OC)OC.C[Si](C(C(=O)CCC)C(C)=O)(OC)OC bis[2-(methyldimethoxysilyl)1-propyl-1,3-butanedione] platinum (II)